((siloxy)phenyl)methane [SiH3]OC1=C(C=CC=C1)C